ClC1=C(C=CC=C1)CN1C(CCC1=O)CC(=O)NCCCN(C)C 2-[1-[(2-chlorophenyl)methyl]-5-oxopyrrolidin-2-yl]-N-[3-(dimethylamino)propyl]acetamid